methyl 6-benzyloxy-10-phenoxy-[1,2,4]triazolo[5,1-a]isoquinoline-5-carboxylate C(C1=CC=CC=C1)OC1=C(N2C(C3=C(C=CC=C13)OC1=CC=CC=C1)=NC=N2)C(=O)OC